BrC1=CC=C(C(=C1)NCC(C(F)(F)F)C)N 5-bromo-N1-(3,3,3-trifluoro-2-methylpropyl)benzene-1,2-diamine